ethyl (7-((2-((tert-butoxycarbonyl)amino)phenyl)amino)-1-((3-cyclopropoxyphenyl)amino)-1,7-dioxoheptan-2-yl)carbamate C(C)(C)(C)OC(=O)NC1=C(C=CC=C1)NC(CCCCC(C(=O)NC1=CC(=CC=C1)OC1CC1)NC(OCC)=O)=O